CC1(CCNC2=CC(=CC=C12)CC#N)C 2-(4,4-dimethyl-1,2,3,4-tetrahydroquinolin-7-yl)acetonitrile